tert-Butyl 2-(4-(((tert-butyldiphenylsilyl)oxy)methyl)-6-(ethoxycarbonyl)-3-methylbenzo[b]thiophen-2-yl)-1H-indole-1-carboxylate [Si](C1=CC=CC=C1)(C1=CC=CC=C1)(C(C)(C)C)OCC1=CC(=CC=2SC(=C(C21)C)C=2N(C1=CC=CC=C1C2)C(=O)OC(C)(C)C)C(=O)OCC